ClC1=CC=C2C(=C(N(C2=C1)C=1C=NN(C1)C(C)C)OC)SC=1C=C(C(=O)O)C=CC1 3-((6-chloro-2-methoxy-1-(1-isopropyl-1H-pyrazol-4-yl)-1H-indol-3-yl)thio)benzoic acid